BrC1=NN2C(NC(CC2=O)=O)=C1 2-bromopyrazolo[1,5-a]pyrimidine-5,7(4H,6H)-dione